C(=O)C1=C(C=C(C=C1)N1C(N=C(C=C1)NC(=O)N1CCN(CC1)C(C(C)(C)NC(OC(C)(C)C)=O)=O)=O)C(F)(F)F tert-butyl (1-(4-((1-(4-formyl-3-(trifluoromethyl)phenyl)-2-oxo-1,2-dihydropyrimidin-4-yl)carbamoyl)piperazin-1-yl)-2-methyl-1-oxopropan-2-yl)carbamate